hydroxynaphthalenedisulfonic acid OC1=C(C(=C2C=CC=CC2=C1)S(=O)(=O)O)S(=O)(=O)O